tert-butyl 4-(6-(4-fluorophenyl)-4-(1-methyl-1H-pyrazol-3-yl)pyridin-3-yl)-2-methylpyrrolidine-1-carboxylate FC1=CC=C(C=C1)C1=CC(=C(C=N1)C1CC(N(C1)C(=O)OC(C)(C)C)C)C1=NN(C=C1)C